ClCCCCCC(=O)[O-].[Na+] sodium 6-chlorohexanoate